ClC1=CC=C(C(=N1)C(=O)O)N[C@H](C)C1=NC(=CC(=C1)C)[C@H]1C(OCC1CC1=CC=C(C=C1)C(N(C)C)=O)=O 6-Chloro-3-(((R)-1-(6-((S)-4-(4-(dimethylcarbamoyl)benzyl)-2-oxooxaolidin-3-yl)-4-methylpyridin-2-yl)ethyl)amino)picolinic acid